2-[2-chloro-4-(trifluoromethylphenoxy)phenyl]-3-(difluoromethyl)-1-methyl-pyrazole-4-carboxamide ClC1=C(C=CC(=C1)OC1=C(C=CC=C1)C(F)(F)F)N1N(C=C(C1C(F)F)C(=O)N)C